N-[cyclooctyl-(4-fluoro-1H-benzimidazol-2-yl)methyl]-5-methyl-1-(tetrahydropyran-4-yl)pyrazole-4-carboxamide C1(CCCCCCC1)C(NC(=O)C=1C=NN(C1C)C1CCOCC1)C1=NC2=C(N1)C=CC=C2F